(1-((3S,4S)-3-fluoro-1-(oxetan-3-yl)piperidin-4-yl)-1H-pyrazol-4-yl)-8-methyl-7-((2-methyl-1H-benzo[d]imidazol-6-yl)oxy)quinoxaline F[C@H]1CN(CC[C@@H]1N1N=CC(=C1)C1=NC2=C(C(=CC=C2N=C1)OC=1C=CC2=C(NC(=N2)C)C1)C)C1COC1